5-((5-oxopyrrolidin-3-yl)amino)-2-(trifluoromethyl)thiazole-4-carboxylate O=C1CC(CN1)NC1=C(N=C(S1)C(F)(F)F)C(=O)[O-]